4-chloro-7-fluoro-1-isopropyl-1H-pyrrolo[3,2-c]pyridine ClC1=NC=C(C2=C1C=CN2C(C)C)F